C(C=C)N1C(C(C(C1CC(C)(C)C)C1=C(C=C(C=C1)Cl)F)C1=CC(=CC=C1)Cl)C(=O)[O-] 1-allyl-4-(4-chloro-2-fluorophenyl)-3-(3-chlorophenyl)-5-neopentylpyrrolidine-2-carboxylate